ClC=1C=C2C(=NC=NC2=CC1C1=C(C=CC=C1O)F)N1CCN(CC1)C(C=C)=O 1-(4-(6-chloro-7-(2-fluoro-6-hydroxyphenyl)quinazolin-4-yl)piperazin-1-yl)prop-2-en-1-one